(R)-1-(5-(8-((1R,2R)-2-fluorocyclopropane-1-carboxamido)-[1,2,4]triazolo[1,5-a][1,6]naphthyridin-4-yl)-4-methylpyridin-2-yl)propyl dihydrogen phosphate P(=O)(O[C@H](CC)C1=NC=C(C(=C1)C)C=1C=2N(C3=CC(=NC=C3C1)NC(=O)[C@@H]1[C@@H](C1)F)N=CN2)(O)O